7-methoxy-2-(6-oxaspiro[3.4]oct-2-yl)-N-(6-(trifluoromethyl)pyridin-2-yl)imidazo[1,2-a]pyridine-6-carboxamide COC1=CC=2N(C=C1C(=O)NC1=NC(=CC=C1)C(F)(F)F)C=C(N2)C2CC1(C2)COCC1